COC1=NC=CC(=C1)N methoxypyridin-4-amine